(S)-tert-butyl 6-(4-cyanophenyl)-3-methyl-3,4-dihydropyridine-1(2H)-carboxylate C(#N)C1=CC=C(C=C1)C1=CC[C@@H](CN1C(=O)OC(C)(C)C)C